[5-(3-Cyclopropoxyphenyl)-1-(1-[[2-(trimethylsilyl)-ethoxy]methyl]-1H-indazol-4-yl)-1H-pyrazol-3-yl]-methanol C1(CC1)OC=1C=C(C=CC1)C1=CC(=NN1C1=C2C=NN(C2=CC=C1)COCC[Si](C)(C)C)CO